4-(dihexylamino)butanoic acid hydrochloride Cl.C(CCCCC)N(CCCC(=O)O)CCCCCC